4-iodo-1H-indazol-3-amine IC1=C2C(=NNC2=CC=C1)N